FC1(CC(C1)C1=NC(=NO1)C=1C=C(C(=C(C1)NC(=O)C1=CN=C2N1C=CC(=C2)N2CCNCC2)C)F)F N-(5-(5-(3,3-difluorocyclobutyl)-1,2,4-oxadiazol-3-yl)-3-fluoro-2-methylphenyl)-7-(piperazin-1-yl)imidazo[1,2-a]pyridine-3-carboxamide